COC1=CC(=NC2=CC(=CC=C12)C(=O)N[C@@H](C)C=1C=C(C(=O)O)C=CC1)C1=CC=C(C=C1)C(F)(F)F (S)-3-(1-(4-methoxy-2-(4-(trifluoromethyl)phenyl)quinoline-7-carboxamido)ethyl)benzoic acid